TRANS-4-FLUORO-5-PYRROLIDONE-2-CARBOXYLIC ACID F[C@H]1C[C@@H](NC1=O)C(=O)O